C1(CCCCC1)CN1N=CC(=C1C(=O)OC)C(C)C methyl 1-(cyclohexylmethyl)-4-isopropyl-1H-pyrazole-5-carboxylate